O=C(CCOC[C@H](C)NC1=C(C(NN=C1)=O)C(F)(F)F)N1CCN(CC1)C=1SC(=NN1)C(F)(F)F (S)-5-((1-(3-Oxo-3-(4-(5-(trifluoromethyl)-1,3,4-thiadiazol-2-yl)piperazin-1-yl)propoxy)propan-2-yl)amino)-4-(trifluoromethyl)pyridazin-3(2H)-one